8'-(5-(2-Hydroxypropan-2-yl)-6-methoxypyridin-3-yl)-3'-methylspiro[cyclopropane-1,1'-pyrrolo[2,3-c]quinolin]-2'(3'H)-one OC(C)(C)C=1C=C(C=NC1OC)C1=CC=2C3=C(C=NC2C=C1)N(C(C31CC1)=O)C